CN1C=CC(C2=CC(=CC=C12)[N+](=O)[O-])=O 1-methyl-6-nitroquinolin-4(1H)-one